C(#N)C=1C=C(C=CC1)NC=1N=C(N=NC1C(=O)N)NC1=C(C=C2CCN(CC2=C1)CC)OC ((3-cyanophenyl)amino)-3-((2-ethyl-6-methoxy-1,2,3,4-tetrahydroisoquinolin-7-yl)amino)-1,2,4-triazine-6-carboxamide